ClC1=NC=CC2=CC(=C(C=C12)N(C(CCCO)=O)C)OC N-(1-chloro-6-methoxyisoquinolin-7-yl)-4-hydroxy-N-methylbutanamide